O1CCC12CCC(CC2)C=2N=CC1=C(N2)C(=CN=C1)C(F)(F)F 2-((4R,7R)-1-oxaspiro[3.5]nonan-7-yl)-8-(trifluoromethyl)pyrido[4,3-d]pyrimidine